CC1=NC=2N(C(=C1)C)N=CC2C(=O)NC2=CC=CC=C2 5,7-dimethyl-N-phenylpyrazolo[1,5-a]pyrimidine-3-carboxamide